C(=O)O[Si](C)(C)C TMS format